Benzyl (2-(N-(4-(((2S,4R)-2-methyl-1-propionyl-1,2,3,4-tetrahydroquinolin-4-yl)amino) phenyl)sulfamoyl)ethyl)carbamate C[C@@H]1N(C2=CC=CC=C2[C@@H](C1)NC1=CC=C(C=C1)NS(=O)(=O)CCNC(OCC1=CC=CC=C1)=O)C(CC)=O